ClC1=CC=C(C(=N1)C1=NN(C=N1)C)NC(C)C1=NN(C=2N(C(C=3C=C(C=CC3C21)C)=O)CC(F)F)CCO [1-[[6-chloro-2-(1-methyl-1,2,4-triazol-3-yl)-3-pyridinyl]amino]ethyl]-4-(2,2-difluoroethyl)-3-(2-hydroxyethyl)-7-methyl-pyrazolo[3,4-c]isoquinolin-5-one